FC1(CN(CC1)C(COC1=CC2=C(OC[C@@H](C(N2C)=O)NC(=O)N2N=CC(=C2)CC2=CC(=CC=C2)F)C=C1)=O)F (S)-N-(7-(2-(3,3-difluoropyrrolidin-1-yl)-2-oxoethoxy)-5-methyl-4-oxo-2,3,4,5-tetrahydrobenzo[b][1,4]oxazepin-3-yl)-4-(3-fluorobenzyl)-1H-pyrazole-1-carboxamide